C(C)(C)[C@@H]1N(CCN(C1)C)CC1=CC(=C2CN(C(C2=C1)=O)C1=CC(=CC(=N1)NC(C=C)=O)C1(CCC1)CC1=NN=CN1C)C(F)(F)F (S)-N-(6-(6-((2-isopropyl-4-methylpiperazin-1-yl)methyl)-1-oxo-4-(trifluoromethyl)isoindolin-2-yl)-4-(1-((4-methyl-4H-1,2,4-triazol-3-yl)methyl)cyclobutyl)-pyridin-2-yl)acrylamide